FC1=CC(=C(C=N1)N1C(NC2=C1C=CC=C2)=O)C 1-(6-fluoro-4-methylpyridin-3-yl)-1H-benzo[d]imidazol-2(3H)-one